(D)-altrose O=C[C@@H](O)[C@H](O)[C@H](O)[C@H](O)CO